C1(N=CC=2C=NC=CC21)=O pyrrolo[3,4-c]pyridin-1-one